CC1(OC=2C=C(C=C(C2C2C1CC=C(C2)C)O)CCCCC)C 6,6,9-trimethyl-3-pentyl-6a,7,10,10a-tetrahydro-6H-benzo[c]chromen-1-ol